CC1N(CCNC1)C(=O)OC1CCN(CC1)C=1C=CC(=NC1)C=1C(=NC(=CC1)OCC1=CC=CC=C1)OCC1=CC=CC=C1 1-[2',6'-bis(benzyloxy)-[2,3'-bipyridin]-5-yl]piperidin-4-yl (methyl)piperazine-1-carboxylate